(3-(benzyloxy)cyclobutyl)-3-fluorobenzaldehyde C(C1=CC=CC=C1)OC1CC(C1)C1=C(C=O)C=CC=C1F